1,8-dichloroanthraquinone ClC1=CC=CC=2C(C3=CC=CC(=C3C(C12)=O)Cl)=O